[Na].CC(=C)C 2-methyl-propylene sodium